2-azido-N-[2-(2,6-dioxopiperidin-3-yl)-1,3-dioxoisoindolin-4-yl]acetamide N(=[N+]=[N-])CC(=O)NC1=C2C(N(C(C2=CC=C1)=O)C1C(NC(CC1)=O)=O)=O